4-fluoro-1-methyl-2-(4-(methylsulfonyl)phenyl)-5-(1-(8-(oxetan-3-yl)-8-azabicyclo[3.2.1]oct-3-yl)piperidin-4-yl)-1H-benzo[d]imidazole FC1=C(C=CC=2N(C(=NC21)C2=CC=C(C=C2)S(=O)(=O)C)C)C2CCN(CC2)C2CC1CCC(C2)N1C1COC1